ClC=1C(=NC(=NC1)N1CCC(CC1)N(C=1C=CC=C2C(=NN(C12)C)C1C(NC(CC1)=O)=O)C)NC=1C=C2CC(N(C2=CC1)C)=O 3-(7-((1-(5-chloro-4-((1-methyl-2-oxoindolin-5-yl)amino)pyrimidin-2-yl)piperidin-4-yl)(methyl)amino)-1-methyl-1H-indazol-3-yl)piperidine-2,6-dione